COC=1C(=CC=NC1)N1CC2(CCC(C1)N2)COC([2H])([2H])[2H] 5-methoxy-4-(1-((methoxy-d3)methyl)-3,8-diazabicyclo[3.2.1]octane-3-yl)pyridine